N1N=NC2=NC=CC=C12 azaazaazaindole